N(=[N+]=[N-])CC1CCC(CC1)(O)CF (1S,4s)-4-(azidomethyl)-1-(fluoromethyl)cyclohexanol